FC=1C(=C(C=CC1)C(=O)N1[C@@H]2[C@@H](C[C@H](C1)C2)OC2=NC=C(C=N2)C)C2=NC=CC=N2 (3-fluoro-2-(pyrimidin-2-yl)phenyl)((1S,4R,6R)-6-((5-methylpyrimidin-2-yl)oxy)-2-azabicyclo[2.2.1]hept-2-yl)methanone